CN(C/C=C/C(=O)NC1=CC=C(C=C1)C(=O)N1C[C@@H]([C@H](C1)NC1=NC=CC(=N1)C=1C(=NN2C1C=CC=C2)C2=CC=CC=C2)C)C (E)-4-(dimethylamino)-N-(4-((3S,4R)-3-methyl-4-((4-(2-phenylpyrazolo[1,5-a]pyridin-3-yl)pyrimidin-2-yl)amino)pyrrolidine-1-carbonyl)phenyl)but-2-enamide